5-bromo-N-ethyl-N-isopropylpyridin-2-amine BrC=1C=CC(=NC1)N(C(C)C)CC